N[C@H]1C[C@H](CC1)CNC1=NN(C(=C1)C1=CC(=C(C#N)C=C1)F)C1=CC=C(C=C1)OC |r| rac-4-(3-((((1S,3R)-3-aminocyclopentyl)methyl)amino)-1-(4-methoxyphenyl)-1H-pyrazol-5-yl)-2-fluorobenzonitrile